(2-(3,4-dihydroxyphenyl) acetoxy)-3-hydroxypropyl methacrylate C(C(=C)C)(=O)OCCC(O)OC(CC1=CC(=C(C=C1)O)O)=O